7-methoxy-3-propyl-8-(1,2,3,4-tetrahydroquinoline-1-carbonyl)quinoxalin-2(1H)-one COC1=CC=C2N=C(C(NC2=C1C(=O)N1CCCC2=CC=CC=C12)=O)CCC